C(C)OC(CCCCCCCCCCCCCCCCCCCCC)=O docosanoic acid monoethyl ester